BrC=1C(N2N(C(C1SC1=CC=CC=C1)=O)CC(C2)C(=O)OC(C)(C)C)=O tert-butyl 6-bromo-5,8-dioxo-7-phenylsulfanyl-2,3-dihydro-1H-pyrazolo[1,2-a]pyridazine-2-carboxylate